COC=1C=C(C=C(C1)OC)C=1C=CC(N(C1C1=C(C=C(C=C1F)F)F)C)=O 5-(3,5-dimethoxyphenyl)-1-methyl-6-(2,4,6-trifluorophenyl)pyridin-2(1H)-one